ClC1=CC2=C(C=N1)C(=NN2C2OCCCC2)N2C[C@H](CC2)N(C)C (3S)-1-(6-chloro-1-(tetrahydro-2H-pyran-2-yl)-1H-pyrazolo[4,3-C]pyridin-3-yl)-N,N-dimethylpyrrolidin-3-amine